CN(C)CC1=C2C(=CC=NC2=C(C(=C1)[N+](=O)[O-])OC)C(F)(F)F 5-((dimethylamino)methyl)-8-methoxy-7-Nitro-4-(trifluoromethyl)quinoline